2-(5-(((1R,2S,3S,5S)-2-fluoro-9-azabicyclo[3.3.1]nonan-3-yl)oxy)-1,3,4-thiadiazol-2-yl)-5-(1H-imidazol-1-yl)phenol F[C@H]1[C@H]2CCC[C@@H](C[C@@H]1OC1=NN=C(S1)C1=C(C=C(C=C1)N1C=NC=C1)O)N2